OC=1C(=NC=CC1OC)C(=O)N[C@H](C(=O)O[C@H]([C@@H](C)C1=C(C=CC=C1)C)C)C [(1S,2S)-1-methyl-2-(o-tolyl)propyl] (2S)-2-[(3-hydroxy-4-methoxy-pyridine-2-carbonyl)amino]propanoate